N-(2-(1H-imidazol-4-yl)ethyl)-2-(thiophen-2-yl)quinazolin-4-amine N1C=NC(=C1)CCNC1=NC(=NC2=CC=CC=C12)C=1SC=CC1